6-methyl-sulfinylhexyl isothiocyanate CS(=O)CCCCCCN=C=S